COC1=CC=C(C=C1)N(C1=CC=C(C=C1)C(=O)C(=O)C1=CC=CC=C1)C1=CC=C(C=C1)OC 4-di(4-methoxyphenyl)aminobenzil